4-Chloro-5-(3-chloro-2-fluoro-6-(1H-tetrazol-1-yl)phenyl)-2-((S*)-2-cyclopropyl-1-(4-(1-methyl-6-oxo-1,6-dihydropyridazin-4-yl)-1H-pyrazol-1-yl)ethyl)pyridine 1-oxide ClC1=CC(=[N+](C=C1C1=C(C(=CC=C1N1N=NN=C1)Cl)F)[O-])[C@H](CC1CC1)N1N=CC(=C1)C=1C=NN(C(C1)=O)C |o1:21|